O=C1NC(CCC1N1C(N(C2=C1C=CC=C2CCOC2C[C@@H](N([C@@H](C2)C)C(=O)OC(C)(C)C)C)C)=O)=O 1-Tert-butyl (2S,6R)-4-[2-[1-(2,6-dioxo-3-piperidyl)-3-methyl-2-oxo-benzimidazol-4-yl] ethoxy]-2,6-dimethyl-piperidine-1-carboxylate